CC1=CC(=NN1)NC(C)=O N-(5-methyl-1H-pyrazol-3-yl)acetamide